CC12CCC(CC2O1)C1OCC1C 1-methyl-4-(3-methyloxetan-2-yl)-7-oxabicyclo[4.1.0]heptane